N-(4-bromo-2,5-difluorophenyl)-6-(difluoromethyl)pyrazolo[1,5-a]pyridine-3-sulfonamide BrC1=CC(=C(C=C1F)NS(=O)(=O)C=1C=NN2C1C=CC(=C2)C(F)F)F